N'-((3-hydroxy-1,2,3,5,6,7-hexahydro-s-indacen-4-yl)carbamoyl)-2-(2-hydroxypropan-2-yl)thiazole-5-sulfonimidamide OC1CCC2=CC=3CCCC3C(=C12)NC(=O)N=S(=O)(N)C1=CN=C(S1)C(C)(C)O